C1(CC1)N1C(=NC=2C=NC(=CC21)C2=CC=C(C=C2)N2CCC1(CN(C1)C(C)C)CC2)C2=CC(=C(C=C2)OC)OC 1-cyclopropyl-2-(3,4-dimethoxyphenyl)-6-(4-(2-isopropyl-2,7-diazaspiro[3.5]nonan-7-yl)phenyl)-1H-imidazo[4,5-c]pyridine